N-(2-(((amino(4-nitro-1-(2,2,2-trifluoroethyl)-1H-indol-2-yl)methylene)amino)oxy)-2-oxoethyl)cyclopropanecarboxamide NC(C=1N(C2=CC=CC(=C2C1)[N+](=O)[O-])CC(F)(F)F)=NOC(CNC(=O)C1CC1)=O